4'-chloro-4-hydroxybiphenyl ClC1=CC=C(C=C1)C1=CC=C(C=C1)O